N-((1S,2R)-2-((4-bromo-2-(4-methylpiperazine-1-carbonyl)-6-nitrophenyl)amino)cyclohexyl)-5-methoxy-2-oxo-1,2-dihydroquinoline-4-carboxamide BrC1=CC(=C(C(=C1)[N+](=O)[O-])N[C@H]1[C@H](CCCC1)NC(=O)C1=CC(NC2=CC=CC(=C12)OC)=O)C(=O)N1CCN(CC1)C